FC(CCCCO)(C(C(C(F)(F)F)(F)F)(F)F)F 5,5,6,6,7,7,8,8,8-nonafluoro-1-octanol